N-(3-(5-(2-acetamidopyridin-4-yl)-2-(methylthio)-1H-imidazol-4-yl)phenyl)-2-((1-oxoisoindolin-2-yl)methyl)benzamide C(C)(=O)NC1=NC=CC(=C1)C1=C(N=C(N1)SC)C=1C=C(C=CC1)NC(C1=C(C=CC=C1)CN1C(C2=CC=CC=C2C1)=O)=O